C(C)(C)C1=C(C=NN1)O[C@H]1C[C@H](CC1)C1=CC(=NN1)NC(CC1=CC(=NO1)C)=O N-(5-((1S,3R)-3-((5-isopropyl-1H-pyrazol-4-yl)oxy)cyclopentyl)-1H-pyrazol-3-yl)-2-(3-methylisoxazol-5-yl)acetamide